(R)-2-(2-Fluoro-5-isopropyl-8-oxothieno[2',3':4,5]pyrrolo[1,2-d][1,2,4]triazin-7(8H)-yl)-N-(2-hydroxypropyl)acetamide tert-butyl-3-ethyl-3-(1-methyl-4-pyridyl)pyrrolidine-1-carboxylate C(C)(C)(C)OC(=O)N1CC(CC1)(C1=CCN(C=C1)C)CC.FC1=CC2=C(C=C3N2C(=NN(C3=O)CC(=O)NC[C@@H](C)O)C(C)C)S1